1-[3,3-dimethyl-1-oxaspiro[4.5]decan-8-yl]-1H-pyrazole-5-carbaldehyde CC1(COC2(C1)CCC(CC2)N2N=CC=C2C=O)C